C(C)(C)(C)OC(=O)N1CCN(CC1)C=1C=C2C(=CC(=NC2=C(C1)F)C(C)C)N(CC)C=1SC(=C(N1)C1=CC=C(C=C1)F)C#N 4-(4-((5-cyano-4-(4-fluorophenyl)thiazol-2-yl)(ethyl)amino)-8-fluoro-2-isopropylquinolin-6-yl)piperazine-1-carboxylic acid tert-butyl ester